BrC=1C=CC(=C2C(=C(C(=NC12)S(=O)CC1=NOC(=C1)C)C(C)=O)NC1=CC=C(C=C1)S(F)(F)(F)(F)F)Cl 1-(8-bromo-5-chloro-2-(((5-methylisoxazol-3-yl)methyl)sulfinyl)-4-((4-(pentafluoro-lambda6-sulfanyl)phenyl)amino)quinolin-3-yl)ethan-1-one